methyl (E)-11-acetoxy-undecenoate C(C)(=O)OCCCCCCCC/C=C/C(=O)OC